4-(methyl)phenylsulfonyl chloride CC1=CC=C(C=C1)S(=O)(=O)Cl